(E)-N-[4-(2-carboxyethenyl)benzoyl]glycyl-L-α-glutamyl-L-leucinamide C(=O)(O)/C=C/C1=CC=C(C(=O)NCC(=O)N[C@@H](CCC(O)=O)C(=O)N[C@@H](CC(C)C)C(=O)N)C=C1